4-(6-(7-(aminomethyl)-7-(2-fluorophenyl)-3-azabicyclo[4.1.0]heptan-3-yl)-1H-pyrazolo[3,4-b]pyrazin-3-yl)-3-chloro-N-methylpyridin-2-amine NCC1(C2CCN(CC12)C1=CN=C2C(=N1)NN=C2C2=C(C(=NC=C2)NC)Cl)C2=C(C=CC=C2)F